(E)-3-(5-Chloro-2-tetrazol-1-yl-phenyl)-N-(E)-(S)-8-oxa-16,18-diaza-tricyclo[13.2.1.02,7]octadeca-1(17),2,4,6,11,15(18)-hexaen-14-yl-acrylamide ClC=1C=CC(=C(C1)/C=C/C(=O)N[C@H]1C/C=C/CCOC2=CC=CC=C2C2=CNC1=N2)N2N=NN=C2